ClC=1C=2N(C=CN1)C=C(N2)C 8-chloro-2-methylimidazo[1,2-a]pyrazine